FC1=CC(=C(C=C1)C=1C2=C(C(=NC1C=1C=NC(=C(C1)C1CNCC1)OC)C=1C=C3CCN(CC3=CC1)C(=O)OC(C)(C)C)C=CS2)OCCOC tert-butyl 6-(7-(4-fluoro-2-(2-methoxyethoxy) phenyl)-6-(6-methoxy-5-(pyrrolidin-3-yl) pyridin-3-yl) thieno[3,2-c]pyridin-4-yl)-3,4-dihydroisoquinoline-2(1H)-carboxylate